ClC1=C(C=CC=C1)S(=O)(=O)NC1=CC(=C(C=C1)S)F 2-Chloro-N-(3-fluoro-4-mercaptophenyl)benzenesulfonamide